P(=O)(OF)([O-])[O-] Perfluoro phosphate